(S)-tert-butyl 2-(2-(3,3-dimethyl-1-oxo-1,3-dihydroisobenzofuran-5-ylamino)-5-(1,3,4-oxadiazol-2-yl) pyrimidin-4-ylamino)-2-phenylethylcarbamate CC1(OC(C2=CC=C(C=C12)NC1=NC=C(C(=N1)N[C@H](CNC(OC(C)(C)C)=O)C1=CC=CC=C1)C=1OC=NN1)=O)C